3-(2-amino-6-(1-((5-(trifluoromethoxy)-1H-indol-3-yl)methyl)-1H-1,2,3-triazol-4-yl)pyrimidin-4-yl)-2-methylbenzonitrile NC1=NC(=CC(=N1)C=1C(=C(C#N)C=CC1)C)C=1N=NN(C1)CC1=CNC2=CC=C(C=C12)OC(F)(F)F